((1S,3R,4S)-quinuclidin-3-yl)-5-(trifluoromethyl)-3-azaBicyclo[3.1.0]hexane-1-carboxamide N12C[C@@H](C(CC1)CC2)C2C1(CC1(CN2)C(F)(F)F)C(=O)N